imidazo[1,5-a]pyridin-7-yl-(2-methyl-3-phenyl-2,4,5,7-tetrahydro-6H-pyrazolo[3,4-c]pyridin-6-yl)methanone tert-butyl-2-hydroxy-2-methylpropylcarbamate C(C)(C)(C)OC(NCC(C)(C)O)=O.C=1N=CN2C1C=C(C=C2)C(=O)N2CC=1C(CC2)=C(N(N1)C)C1=CC=CC=C1